CC=1C=C(C=CC1)N(C1=CC=C(C=C1)C=1C(=C(C=CC1NC1=CC=CC=C1)C1=CC=C(C=C1)NC1=CC=CC=C1)C1=CC=C(C=C1)N(C1=CC(=CC=C1)C)C1=CC(=CC=C1)C)C1=CC(=CC=C1)C bis[4-[bis(3-methylphenyl)amino]phenyl]-N,N'-diphenyl-biphenyl-4,4'-diamine